3-(4-((1R,5S)-3,8-diazabicyclo[3.2.1]octan-3-yl)-6,8-difluoro-2-(((S)-1-methylpyrrolidin-2-yl)methoxy)quinazolin-7-yl)-1H-indole-6-carbonitrile [C@H]12CN(C[C@H](CC1)N2)C2=NC(=NC1=C(C(=C(C=C21)F)C2=CNC1=CC(=CC=C21)C#N)F)OC[C@H]2N(CCC2)C